FC=1C=C(C(NC1)=O)[C@@H]1N(C[C@H](C1)F)C=1C=CC=2N(N1)C(=CN2)C=2N=NC=C(C2)CO 5-fluoro-3-((2R,4S)-4-fluoro-1-(3-(5-(hydroxymethyl)pyridazin-3-yl)imidazo[1,2-b]pyridazin-6-yl)pyrrolidin-2-yl)pyridin-2(1H)-one